C(C)(C)(C)OC(=O)N1CCC(CC1)C#CCOCCOC1=CC=CC=C1 4-(3-(2-Phenoxyethoxy)prop-1-yn-1-yl)piperidine-1-carboxylic acid tert-butyl ester